tert-Butyl (7-(cyanomethyl)-2-phenyl-2H-indazol-3-yl)carbamate C(#N)CC1=CC=CC2=C(N(N=C12)C1=CC=CC=C1)NC(OC(C)(C)C)=O